(tert-Butoxycarbonyl)-N-[5-[[5-[[(1R,3R)-2,2-dichloro-3-(3,4-dichlorophenyl)cyclopropanecarbonyl]amino]-2-fluoro-benzoyl]amino]-2,4-difluoro-phenyl]carbamic acid tert-butyl ester C(C)(C)(C)OC(N(C1=C(C=C(C(=C1)NC(C1=C(C=CC(=C1)NC(=O)[C@@H]1C([C@H]1C1=CC(=C(C=C1)Cl)Cl)(Cl)Cl)F)=O)F)F)C(=O)OC(C)(C)C)=O